N=1NN=NC1C1=C(C(=CC=C1)S(=O)(=O)N)S(=O)(=O)N 3-(2H-tetrazol-5-yl)benzene-1,2-disulfonamide